N(N)C1CC(C1)(O)C (1s,3s)-3-hydrazineyl-1-methylcyclobutan-1-ol